(S)-4-(3-isopropoxy-3-oxo-2-(piperidine-4-carboxamido) propyl)-1,2-phenylene dibenzoate hydrochloride Cl.C(C1=CC=CC=C1)(=O)OC1=C(C=C(C=C1)C[C@@H](C(=O)OC(C)C)NC(=O)C1CCNCC1)OC(C1=CC=CC=C1)=O